2-(6-(cyclobutyl-(2,2,6,6-tetramethyl-piperidin-4-yl)amino)pyridazin-3-yl)-5-(1H-pyrazol-4-yl)phenol C1(CCC1)N(C1=CC=C(N=N1)C1=C(C=C(C=C1)C=1C=NNC1)O)C1CC(NC(C1)(C)C)(C)C